C(C)(=O)ON=C(C(=O)C1=CC=C(C=C1)SC1=CC=C(C=C1)OCCO)C 1-[4-(4-hydroxyethoxy-phenylsulfanyl)phenyl]-1,2-propanedione-2-(O-acetyloxime)